[C@@H]1(CCC2=CC=CC=C12)NC(=O)C=1N=C(SC1)C#C (S)-N-(2,3-Dihydro-1H-inden-1-yl)-2-ethynylthiazole-4-carboxamide